Carboxyl (maleate) C(\C=C/C(=O)[O-])(=O)OC(=O)O